(S)-3,5-diamino-6-chloro-N-(N-(4-(4'-(3-((1,6-diamino-1-oxohexan-2-yl)(methyl)amino)-3-oxopropyl)-[1,1'-biphenyl]-4-yl)butyl)carbamimidoyl)pyrazine-2-carboxamide NC=1C(=NC(=C(N1)N)Cl)C(=O)NC(NCCCCC1=CC=C(C=C1)C1=CC=C(C=C1)CCC(=O)N(C)[C@H](C(=O)N)CCCCN)=N